COC=1C=C(CNC(=S)C2=CC=CC=C2)C=C(C1)OC N-(3,5-dimethoxybenzyl)benzenethioamide